CC1=CC=C(C=C1)S(=O)(=O)N1C=NC=C1 1-[(4-methylphenyl)sulfonyl]-1H-imidazole